C(C=CCCCCCCCCC)(=O)O 2-dodecenoic acid